CC(CCCCCC)N(C(CCCCC)=O)C(CCCCCC)C N,N-di(1-methylheptyl)hexanamide